C(C)(C)C1=C(C=CC=C1)C1N(C(CN(C1)C1CCCC2=CC=CC=C12)=O)C1CC2(C1)CCN(CC2)C(=O)[O-] 2-(2-(2-isopropylphenyl)-6-oxo-4-(1,2,3,4-tetrahydronaphthalen-1-yl) piperazin-1-yl)-7-azaspiro[3.5]Nonane-7-carboxylate